C(C)(C)C=1C2=C(NC1C=1C=C(C=3N(C1)N=CN3)C)C=C(S2)C2CCNCC2 6-isopropyl-5-(8-methyl-[1,2,4]triazolo[1,5-a]pyridin-6-yl)-2-(piperidin-4-yl)-4H-thieno[3,2-b]pyrrole